(E)-1-(4-Hydroxyphenyl)-3-[4-methoxy-3-(quinolin-8-yloxymethyl)phenyl]prop-2-en-1-one OC1=CC=C(C=C1)C(\C=C\C1=CC(=C(C=C1)OC)COC=1C=CC=C2C=CC=NC12)=O